(E)-3-(4-Decylphenyl)-1-(2,4-dihydroxyphenyl)prop-2-en-1-one C(CCCCCCCCC)C1=CC=C(C=C1)/C=C/C(=O)C1=C(C=C(C=C1)O)O